rac-5-{2-[(2R,5S)-2-(3-Fluoro-4-methoxyphenyl)-5-methylpiperidin-1-Yl]-2-oxoacetamido}Pyridine-3-carboxamide FC=1C=C(C=CC1OC)[C@@H]1N(C[C@H](CC1)C)C(C(=O)NC=1C=C(C=NC1)C(=O)N)=O |r|